triisopropylbenzenesulfonyl-guanine C(C)(C)C1=C(C(=C(C=C1)S(=O)(=O)NC=1NC(C=2NC=NC2N1)=O)C(C)C)C(C)C